(RS)-alpha-2-naphthyloxypropionamide cyclohexyl-2-methyl-2-propanecarbamate C1(CCCCC1)OC(NC(C)(C)C)=O.C1=C(C=CC2=CC=CC=C12)O[C@@H](C(=O)N)C |r|